FC1=CC=C(C=C1)C1=CC(=C(C=C1)N1C[C@H](CC1)OC1=NC=C(C=C1)C(F)(F)F)C(=O)N (S)-4'-fluoro-4-(3-(5-(trifluoromethyl)pyridin-2-yloxy)pyrrolidin-1-yl)biphenyl-3-carboxamide